COCCC(CC)=O 5-methoxy-3-pentanone